3-(2-(dimethylamino)ethoxy)-5-((oxetan-2-ylmethyl)amino)benzoic acid methyl ester COC(C1=CC(=CC(=C1)NCC1OCC1)OCCN(C)C)=O